tert-butyl 4-(4-amino-3-(methylamino)phenyl)piperidine-1-carboxylate NC1=C(C=C(C=C1)C1CCN(CC1)C(=O)OC(C)(C)C)NC